(1,3-benzothiazol-2-yl)cyclopropanecarbonitrile S1C(=NC2=C1C=CC=C2)C2(CC2)C#N